2-chloro-4-(4-cyclopropyl-1H-pyrazol-1-yl)-5-fluoropyrimidine ClC1=NC=C(C(=N1)N1N=CC(=C1)C1CC1)F